C1(CCCCC1)CNC(=O)C=1OC2=C(C=CC=C2C(C1)=O)NS(=O)(=O)C N-(cyclohexylmethyl)-8-(methylsulfonamido)-4-oxo-4H-chromene-2-carboxamide